2-methyllysine C[C@](N)(CCCCN)C(=O)O